C(CCC)OC1=CC=C(C2=CC=CC=C12)[S+]1CCCC1 1-(4-n-butoxynaphthyl)tetrahydrothiophenium